(3S)-5,6-dichloro-1'-[(3R,5S)-5-(hydroxymethyl)pyrrolidine-3-carbonyl]-1H-spiro[indole-3,3'-pyrrolidin]-2-one ClC=1C=C2C(=CC1Cl)NC([C@]21CN(CC1)C(=O)[C@H]1CN[C@@H](C1)CO)=O